(2R,3R,4S,5S)-5-fluoro-3,4-dihydroxy-5-(hydroxymethyl)tetrahydrofuran F[C@]1([C@H]([C@@H](CO1)O)O)CO